1-(3-((3-(1H-imidazol-1-yl)benzyl)(3-methoxybenzyl)amino)benzyl)piperazin-2-one N1(C=NC=C1)C=1C=C(CN(C=2C=C(CN3C(CNCC3)=O)C=CC2)CC2=CC(=CC=C2)OC)C=CC1